BrCC(=O)C1=C(C=CC=C1C)OC(C)C 2-bromo-1-(2-isopropoxy-6-methylphenyl)ethan-1-one